6-(10H-phenothiazin-10-yl)-2-(tricosan-12-yl)-1H-benzo[de]isoquinoline-1,3(2H)-dione C1=CC=CC=2SC3=CC=CC=C3N(C12)C=1C=CC=2C(N(C(C3=CC=CC1C23)=O)C(CCCCCCCCCCC)CCCCCCCCCCC)=O